5-{4-[2-(2,2-diethoxyethoxy)ethyl]piperazin-1-yl}-2-(2,6-dioxopiperidin-3-yl)-6-fluoroisoindole-1,3-dione C(C)OC(COCCN1CCN(CC1)C=1C=C2C(N(C(C2=CC1F)=O)C1C(NC(CC1)=O)=O)=O)OCC